5-((5-chloro-2-methoxyphenyl)sulfonamido)nicotinamide ClC=1C=CC(=C(C1)S(=O)(=O)NC=1C=NC=C(C(=O)N)C1)OC